α-methyl-glutamic acid C[C@](N)(CCC(=O)O)C(=O)O